C#CCCCCCCC 1-Nonyne